O=C1N(C(CC1)=O)OC(C1=C(C=C(C=C1F)C)F)=O 2,6-difluoro-4-methylbenzoic acid 2,5-dioxopyrrolidin-1-yl ester